OCCCC1=NOC(=C1)C(C(=O)OCC)C(C)C ethyl 2-[3-(3-hydroxypropyl)-1,2-oxazol-5-yl]-3-methylbutyrate